4-Bromo-1-naphthaleneboronic acid BrC1=CC=C(C2=CC=CC=C12)B(O)O